BrC=1C=2N(N=C(C1)Cl)C=C(N2)C 8-bromo-6-chloro-2-methyl-imidazo[1,2-b]pyridazine